2-(4-chlorobenzyl)-8-methyl-N-(1,2-oxazol-5-ylmethyl)-4,5-dihydro-2H-furo[2,3-g]indazole-7-carboxamide ClC1=CC=C(CN2N=C3C4=C(CCC3=C2)OC(=C4C)C(=O)NCC4=CC=NO4)C=C1